N-[4-cyano-3-(trifluoromethyl)phenyl]-1-(4-iodopyrazol-1-yl)cyclobutanecarboxamide C(#N)C1=C(C=C(C=C1)NC(=O)C1(CCC1)N1N=CC(=C1)I)C(F)(F)F